ClC1=NC=C(C(=O)O)C=C1[N+](=O)[O-] 6-chloro-5-nitronicotinic acid